(R)-1-(3-hydroxy-2-methylpropyl)-N-((5-phenyl-1,3,4-thiadiazol-2-yl)methyl)-1H-1,2,3-triazole-4-carboxamide OC[C@@H](CN1N=NC(=C1)C(=O)NCC=1SC(=NN1)C1=CC=CC=C1)C